C(CCCCC)[N+](C)(C)CCCO hexyl-(3-hydroxypropyl)dimethylammonium